3,3'-dithiobis-1-propanesulfonic acid disodium salt [Na+].[Na+].C(CCSSCCCS(=O)(=O)[O-])S(=O)(=O)[O-]